NCC1=CC=C(S1)S(=O)(=O)CC1N(CC(C1)C1=CC=C(C=C1)F)S(=O)(=O)N1CCS(CC1)(=O)=O 4-((2-(((5-(Aminomethyl)thiophen-2-yl)sulfonyl)methyl)-4-(4-fluorophenyl)pyrrolidin-1-yl)sulfonyl)thiomorpholine 1,1-dioxide